C12(CC3CC(CC(C1)C3)C2)NCCC2=CC=C(CNC3=CC=C(C=C3)NC3C(NC(CC3)=O)=O)C=C2 3-((4-((4-(2-((adamantan-1-yl)amino)ethyl)benzyl)amino)phenyl)amino)piperidine-2,6-dione